4-([1,1'-biphenyl]-4-yl)-6-(3-bromophenyl)-2-PHENYLPYRIMIDINE C1(=CC=C(C=C1)C1=NC(=NC(=C1)C1=CC(=CC=C1)Br)C1=CC=CC=C1)C1=CC=CC=C1